BrCCCCCCCCCCCCCCCC(=O)NC1=CC=C(C=C1)C1=N[C@H](C=2N(C3=C1C(=C(S3)C)C)C(=NN2)C)CC(=O)OC(C)(C)C tert-butyl (S)-2-(4-(4-(16-bromohexadecanamido)phenyl)-2,3,9-trimethyl-6H-thieno[3,2-f][1,2,4]triazolo[4,3-a][1,4]diazepin-6-yl)acetate